lysine dilaurate C(CCCCCCCCCCC)(=O)O.C(CCCCCCCCCCC)(=O)O.N[C@@H](CCCCN)C(=O)O